C(C)(=O)NCCNCC1=C(C=C(C(=C1)Cl)OCC1=C(C(=CC=C1)C1=CC=CC=C1)Br)OCC1=CC(=CC=C1)C#N N-acetamidoethyl-2-(3-cyanobenzyloxy)-4-(2-bromo-3-phenylbenzyloxy)-5-chlorobenzylamine